O1C(CC2=C1C=CC=C2)C(=O)O 2,3-dihydro-1-benzofuran-2-carboxylic acid